ClC=1C=C(C=CC1)C(CNC(=O)NC1CC=CC1)(C)OC 1-[2-(3-chlorophenyl)-2-methoxy-propyl]-3-cyclopent-3-en-1-yl-urea